tert-butyl (S)-7-methyl-2-phenyl-3-(((trifluoromethyl)sulfonyl) oxy)-2,4,5,7-tetrahydro-6H-pyrazolo[3,4-c]pyridine-6-carboxylate C[C@@H]1N(CCC=2C1=NN(C2OS(=O)(=O)C(F)(F)F)C2=CC=CC=C2)C(=O)OC(C)(C)C